N1N=CC(=C1)C1OCCC(C1)C1=NC2=NC(=C(N=C2C(=N1)C1=C(C=C(C=C1)F)F)C)C 2-(2-(1H-pyrazol-4-yl)tetrahydro-2H-pyran-4-yl)-4-(2,4-difluorophenyl)-6,7-dimethylpteridine